CNCC(CN)C N,2-dimethyl-1,3-propanediamine